CC1=CC=C(C=C1)S(=O)(=O)OC1CC(C1)N(C)C(=O)OC(C)(C)C 3-((tert-butoxycarbonyl)(methyl)amino)cyclobutyl 4-methylbenzenesulfonate